tert-Butyl (4S)-4-[3-(benzyloxycarbonylamino)-3-(2-furyl)propyl]-2,2-dimethyl-pyrrolidine-1-carboxylate C(C1=CC=CC=C1)OC(=O)NC(CC[C@H]1CC(N(C1)C(=O)OC(C)(C)C)(C)C)C=1OC=CC1